CC1=NC(=NO1)C1=CC=C2C(=N1)NC=C2C2=NC(=NC=C2C(F)(F)F)N[C@@H]2CN(CCC2)C(=O)OC(C)(C)C Tert-butyl (3S)-3-[[4-[6-(5-methyl-1,2,4-oxadiazol-3-yl)-1H-pyrrolo[2,3-b]pyridin-3-yl]-5-(trifluoromethyl)pyrimidin-2-yl]amino]piperidine-1-carboxylate